tert-Butyl 4-[1-(4-chlorophenyl)-3-oxo-2-azaspiro[3.4]oct-2-yl]methyltetrahydro-1(2H)-pyridinecarboxylate ClC1=CC=C(C=C1)C1N(C(C12CCCC2)=O)CC2CCN(CC2)C(=O)OC(C)(C)C